C(C1=CC=CC=C1)C1NCCN(C1)S(=O)(=O)C 2-benzyl-4-(methylsulfonyl)piperazin